4-(6-fluoro-2-methoxy-1H-benzo[d]imidazol-5-yl)morpholine FC=1C(=CC2=C(NC(=N2)OC)C1)N1CCOCC1